carbamic acid tert.-butyl ester C(C)(C)(C)OC(N)=O